(1S,2S)-2-fluoro-N-[3-(4-fluoro-5,7-dimethoxy-1,3-benzothiazol-6-yl)-1-{[2-(trimethylsilyl)ethoxy]methyl}pyrrolo[2,3-b]pyridin-6-yl]cyclopropane-1-carboxamide F[C@@H]1[C@@H](C1)C(=O)NC1=CC=C2C(=N1)N(C=C2C2=C(C1=C(N=CS1)C(=C2OC)F)OC)COCC[Si](C)(C)C